4-(2-((4-((4-Methylpiperazin-1-yl)methyl)phenyl)amino)-7H-pyrrolo[2,3-d]pyrimidin-4-yl)-N-(2,2,2-trifluoroethyl)benzamide CN1CCN(CC1)CC1=CC=C(C=C1)NC=1N=C(C2=C(N1)NC=C2)C2=CC=C(C(=O)NCC(F)(F)F)C=C2